(3-fluorophenyl)oxazole-4-carboxylic acid FC=1C=C(C=CC1)C=1OC=C(N1)C(=O)O